CC/C=C\\C/C=C\\C[C@H](/C=C/C=C\\C/C=C\\C/C=C\\CCC(=O)O)O The molecule is a 14-HDoHE in which the stereocentre at position 14 has R-configuration. It is a conjugate acid of a (14R)-HDoHE(1-). It is an enantiomer of a (14S)-HDoHE.